ClC1=C(C=CC=C1F)[C@H]1CC[C@H](CC1)CCNC1CCOCC1 4-((2-((cis)-4-(2-Chloro-3-fluorophenyl)cyclohexyl)-ethyl)amino)tetrahydro-2H-pyran